tert-butyl (2R,5R)-4-(3,4-dimethyl-1H-pyrazol-5-yl)-2,5-dimethylpiperazine-1-carboxylate CC1=NNC(=C1C)N1C[C@H](N(C[C@H]1C)C(=O)OC(C)(C)C)C